C1(CC1)CN1C(NC(C2=CC(=C(C=C12)C)S(=O)(=O)NC1(CC1)C)=O)=O 1-(cyclopropylmethyl)-7-methyl-N-(1-methylcyclopropyl)-2,4-dioxo-1,2,3,4-tetrahydroquinazoline-6-sulfonamide